Ethyl 2-(4-bromo-2-iminopyridin-1(2H)-yl)acetate BrC1=CC(N(C=C1)CC(=O)OCC)=N